FC1=CC=C(C(=O)N[C@@]2([C@H](C2)C2=CC=CC=C2)C(=O)NC2=CC=C(C=C2)S(=O)(=O)Cl)C=C1 4-((1S,2R)-1-(4-fluorobenzamido)-2-phenylcyclopropanecarboxamido)benzene-1-sulfonyl chloride